The molecule is an epithilone that is epothilone C in which the double bond in the macrocyclic lactone ring has been oxidised to the corresponding epoxide (the 13R,14S diastereoisomer). It has a role as an antineoplastic agent, a tubulin modulator, a metabolite and a microtubule-stabilising agent. It is an epoxide and an epothilone. C[C@H]1CCC[C@@H]2[C@@H](O2)C[C@H](OC(=O)C[C@@H](C(C(=O)[C@@H]([C@H]1O)C)(C)C)O)/C(=C/C3=CSC(=N3)C)/C